3-bromo-2,6-difluoropyridine BrC=1C(=NC(=CC1)F)F